C(C)OC(=O)C1(C(CCC1)=O)CCCCCC=C 1-(hept-6-en-1-yl)-2-oxocyclopentane-1-carboxylic acid ethyl ester